OC1=C(C=CC(=C1)OC)CCCC(C)=O 2-hydroxy-4-methoxybenzenepentanone